C1(CCC1)N(C(OC(C)(C)C)=O)C(C)C=1C=C2C(N(CC2=C(C1)C(F)(F)F)C1=CC(=CC=C1)C1(CC(C1)(F)F)C1=NN=CN1C)=O tert-butyl cyclobutyl(1-(2-(3-(3,3-difluoro-1-(4-methyl-4H-1,2,4-triazol-3-yl)cyclobutyl)phenyl)-3-oxo-7-(trifluoromethyl)isoindolin-5-yl)ethyl)carbamate